C([C@H](C(=O)[O-])N)C(=O)[O-] The molecule is an aspartate(2-) that is the conjugate base of D-aspartate(1-). It is a conjugate base of a D-aspartate(1-). It is an enantiomer of a L-aspartate(2-).